ClC=1C(=NC(=NC1)N1C[C@@H](C([C@@H](C1)C)(F)F)CN1C(C2=CC=CC=C2C1=O)=O)NC1=CC2=C(N(C(N2CCC(C)(C)O)=O)C)C=C1 2-[[(3R,5R)-1-[5-chloro-4-[[3-(3-hydroxy-3-methyl-butyl)-1-methyl-2-oxo-benzimidazol-5-yl]amino]pyrimidin-2-yl]-4,4-difluoro-5-methyl-3-piperidyl]methyl]isoindoline-1,3-dione